N=1C=CC=2C1NC=CC2C=2C=NN(C2)C(CC(=O)NCC(F)(F)F)(C)C 3-(4-(7H-pyrrolo[2,3-b]pyridin-4-yl)-1H-pyrazol-1-yl)-3-methyl-N-(2,2,2-trifluoroethyl)butyramide